ClC=1C=C(C=NC1Cl)NC(=O)[C@H]1[C@H]2[C@@H]3C[C@@H]3[C@@H]([C@@H]1C1=CC=NC=C1)O2 (1S,2S,4R,5R,6R,7S)-N-(5,6-dichloropyridin-3-yl)-7-(pyridin-4-yl)-8-oxatricyclo[3.2.1.02,4]octane-6-carboxamide